C(C)(C)(C)C=1C=CC(=C(C1)C1CC2(C1)CCN(CC2)C(=O)C2CC1(C2)NC(CC1)=O)OC (2r,4s)-2-(2-(5-(tert-butyl)-2-methoxyphenyl)-7-azaspiro[3.5]Nonane-7-Carbonyl)-5-azaspiro[3.4]Octane-6-one